acetyl-γ-butyrolactone sodium salt [Na].C(C)(=O)C1C(=O)OCC1